ClC=1C=C2C(=C(C=NC2=CC1)NC(CC(=O)OC)=O)N[C@H]1C[C@H](OCC1)C Methyl 3-((6-chloro-4-(((2r,4r)-2-methyltetrahydro-2H-pyran-4-yl) amino) quinolin-3-yl) amino)-3-oxopropanoate